C(C(C(C(C(C([2H])([2H])[2H])([2H])[2H])([2H])[2H])([2H])[2H])([2H])[2H])(=O)[2H] hexanal-d12